4-(N-benzyl-acetamido)-6-chloro-5-fluoronicotinic acid ethyl ester C(C)OC(C1=CN=C(C(=C1N(C(C)=O)CC1=CC=CC=C1)F)Cl)=O